4-(2-methyl-6-nitro-anilino)cyclohexanol CC1=C(NC2CCC(CC2)O)C(=CC=C1)[N+](=O)[O-]